ClC1=C(C(=CC=2N(C(=NC21)CO)C)C)C2=CC=CN1C(=CC=C21)C(=O)C2=CC(=C(C(=C2)F)NC(\C=C\CNC2CCC(CC2)OC)=O)F (E)-N-(4-(8-(4-chloro-2-(hydroxymethyl)-1,6-dimethyl-1H-benzo[d]imidazol-5-yl)indolizine-3-carbonyl)-2,6-difluorophenyl)-4-(((1r,4r)-4-methoxycyclohexyl)amino)but-2-enamide